2-(methylsulfonylmethyl)benzoic acid CS(=O)(=O)CC1=C(C(=O)O)C=CC=C1